[N+](=O)([O-])C1=C2C=CNC2=CC=C1 4-nitro-1H-indole